C(C)N1\C(\NC2=C1C=CC=C2)=N\C(=O)C=2C=C(C(=O)OC)C=CC2 Methyl (E)-3-((1-ethyl-1,3-dihydro-2H-benzo[d]imidazol-2-ylidene)carbamoyl)benzoate